FC=1C(=NC=CC1)C(=O)N 3-fluoropyridinecarboxamide